O.[O-2].[Hf+4].[O-2] hafnium(IV) oxide hydrate